1-[2-(benzylsulfanyl)ethyl]-3-(2-methylcyclohexyl)urea C(C1=CC=CC=C1)SCCNC(=O)NC1C(CCCC1)C